4-[4,4-difluoro-5-[4-[3-[[5-(5-methylpyrido[4,3-b]indol-7-yl)-2-pyridyl]oxy]cyclobutoxy]-1-piperidyl]pentoxy]phthalic acid FC(CCCOC=1C=C(C(C(=O)O)=CC1)C(=O)O)(CN1CCC(CC1)OC1CC(C1)OC1=NC=C(C=C1)C=1C=CC=2C3=C(N(C2C1)C)C=CN=C3)F